CN1CCN(CC1)CCC[Si](OCC)(OCC)C 3-(4-methylpiperazino)propylmethyldiethoxysilane